C(C)C1=CC2=C(C(C=3NC4=CC(=CC=C4C3C2=O)C#N)(C)C)C=C1C1=NNC=C1 9-ethyl-6,6-dimethyl-11-oxo-8-(1H-pyrazol-3-yl)-6,11-dihydro-5H-benzo[b]carbazole-3-carbonitrile